2-methoxy-4-trifluoromethoxyphenyl-boric acid COC1=C(C=CC(=C1)OC(F)(F)F)OB(O)O